[Ga](I)(I)I Gallium iodid